2-amino-3-chloro-6-(4-{[(3R)-1-methylpiperidin-3-yl]amino}phthalazin-1-yl)phenol formate salt C(=O)O.NC1=C(C(=CC=C1Cl)C1=NN=C(C2=CC=CC=C12)N[C@H]1CN(CCC1)C)O